Cl.N1CC(C1)C(=O)N1CC(N(CC1)C1=NC=C(C=N1)C(F)(F)F)C azetidin-3-yl-(3-methyl-4-(5-(trifluoromethyl)pyrimidin-2-yl)piperazin-1-yl)methanone hydrochloride